ClC1=C2C(=CN=CC2=CC=C1)C1=C(C=2N=C(N=C(C2C=N1)N1C[C@@H](N(CC1)C(=O)[O-])CC#N)OC[C@H]1N(C[C@@H](C1)OC)C)F (2s)-4-[7-(5-chloro-4-isoquinolyl)-8-fluoro-2-[[(2S,4R)-4-methoxy-1-methyl-pyrrolidin-2-yl]methoxy]pyrido[4,3-d]pyrimidin-4-yl]-2-(cyanomethyl)piperazine-1-carboxylate